COC(C1=C(C=C(C=C1)C1=C(N(C2=CC=CC(=C12)OCC1=CC=CC=C1)C1=CC(=C(C=C1)F)F)C1CCOCC1)F)=O 4-[4-benzyloxy-1-(3,4-difluorophenyl)-2-tetrahydropyran-4-yl-indol-3-yl]-2-fluoro-benzoic acid methyl ester